3,5-bis(bromomethyl)-2,6-dimethyl-4-isopropylphenol BrCC=1C(=C(C(=C(C1C(C)C)CBr)C)O)C